ClC1=CC2=C(S1)CCCC2 2-chloro-4,5,6,7-tetrahydrobenzo[b]thiophene